8-(4-(2-morpholinylethoxy)pyridin-2-yl)-N-(4-morpholinylphenyl)quinazolin-2-amine N1(CCOCC1)CCOC1=CC(=NC=C1)C=1C=CC=C2C=NC(=NC12)NC1=CC=C(C=C1)N1CCOCC1